ClC1=CC(=C(C=C1)C1=C2C=CC(=NC2=CC(=N1)N1C[C@@H](OCC1)C=1C=NN(C1)CC)C)F (S)-4-(5-(4-chloro-2-fluorophenyl)-2-methyl-1,6-naphthyridin-7-yl)-2-(1-ethyl-1H-pyrazol-4-yl)morpholine